2-(cyanomethyl)-4-(2,7-dichloro-8-fluoro-pyrido[4,3-d]pyrimidin-4-yl)piperazine-1-carboxylate C(#N)CC1N(CCN(C1)C=1C2=C(N=C(N1)Cl)C(=C(N=C2)Cl)F)C(=O)[O-]